N-cyclobutyl-4-methyl-2-(4-methylpiperazin-1-yl)benzo[d]thiazole-6-carboxamide C1(CCC1)NC(=O)C1=CC2=C(N=C(S2)N2CCN(CC2)C)C(=C1)C